FC(C=1C=CC(=C(C1)NC(=O)N1C[C@](CC1)(C1=NC=NS1)C1=CC(=C(C=C1)C)F)S(=O)(=O)C)F |o1:13| (R or S)-N-(5-(difluoromethyl)-2-(methylsulfonyl)phenyl)-3-(3-fluoro-4-methylphenyl)-3-(1,2,4-thiadiazol-5-yl)pyrrolidine-1-carboxamide